CN1N=CC(=C1B1OC(C)(C)C(C)(C)O1)C 1,4-dimethylpyrazole-5-boronic acid pinacol ester